N-(2-trifluoromethylbenzenesulfonyloxy)-7-oxabicyclo[2.2.1]hept-5-ene-2,3-dicarboximide FC(C1=C(C=CC=C1)S(=O)(=O)ON1C(=O)C2C3C=CC(C2C1=O)O3)(F)F